2-chloro-N4-([4-[5-(oxetan-3-yl)-3-(trifluoromethyl)pyrazol-1-yl]phenyl]methyl)pyrimidine-4,5-diamine ClC1=NC=C(C(=N1)NCC1=CC=C(C=C1)N1N=C(C=C1C1COC1)C(F)(F)F)N